(1s,4s)-4-(6-Amino-5-methyl-2-oxo-1,2-dihydroquinazolin-3(4H)-yl)-N-(3-methoxy-4-methylphenyl)cyclohexanecarboxamide NC=1C(=C2CN(C(NC2=CC1)=O)C1CCC(CC1)C(=O)NC1=CC(=C(C=C1)C)OC)C